Cl.C1(CCCCC1)[C@H](C)OC(C(C)(C)N)=O 2-amino-2-methylpropanoic acid (S)-1-cyclohexylethyl ester hydrochloride